ClC1=CC=C(OC2=C(C=C(C=C2F)S(=O)(=O)N2C3(CN(CC2CC3)S(=O)(=O)CCN3CCN(CC3)C)C(=O)NO)F)C=C1 8-((4-(4-chlorophenoxy)-3,5-difluorophenyl)sulfonyl)-N-hydroxy-3-((2-(4-methylpiperazin-1-yl)ethyl)sulfonyl)-3,8-diazabicyclo[3.2.1]octane-1-carboxamide